ClC1=CC2=C(C(CC(O2)C(=O)NC23CC(C2)(C3)NC(COC3=CC(=C(C=C3)Cl)F)=O)O)C=C1F 7-chloro-N-{3-[2-(4-chloro-3-fluorophenoxy)acetamido]bicyclo[1.1.1]pent-1-yl}-6-fluoro-4-hydroxy-3,4-dihydro-2H-1-benzopyran-2-carboxamide